7-chloro-8-ethoxy-5-methyl-2,3,4,5-tetrahydro-1,5-benzoxazepine-9-carboxylic acid ClC=1C(=C(C2=C(N(CCCO2)C)C1)C(=O)O)OCC